FC1=C(C(=O)N(C2=NC=CC3=C2C=C(S3)C=3C=NC(=CC3)C(F)(F)F)[C@H]3CNCCC3)C=CC(=C1)N1N=NC=3C1=NC=CC3 2-fluoro-N-[(3R)-3-piperidyl]-4-(triazolo[4,5-b]pyridin-3-yl)-N-[2-[6-(trifluoromethyl)-3-pyridyl]thieno[3,2-c]pyridin-4-yl]benzamide